NC1=C2N=CN(C2=NC(=N1)F)[C@H]1C[C@@H]([C@@](O1)(C#C)CO[P@](=O)(OC1=CC=CC=C1)N[C@@H](C)C(=O)OC(C)C)OC(=O)OCCCCCCCC Isopropyl ((S)-(((2R,3S,5R)-5-(6-amino-2-fluoro-9H-purin-9-yl)-2-ethynyl-3-(((octyloxy)carbonyl)oxy)tetrahydrofuran-2-yl)methoxy)(phenoxy)phosphoryl)-L-alaninate